4-amino-3,5-dichloro-6-(4-chloro-1H-pyrrolo[2,3-b]pyridin-1-yl)pyridine-2-carboxylic acid NC1=C(C(=NC(=C1Cl)N1C=CC=2C1=NC=CC2Cl)C(=O)O)Cl